(cis)-heptaenone CC(\C=C/CCC)=O